(S)-2-formamido-4-methyl-pentanoic acid (S)-1-[[(2S,3S)-3-hexyl-4-oxo-oxetanyl] methyl]-dodecyl ester C(CCCCC)[C@H]1[C@@H](OC1=O)C[C@H](CCCCCCCCCCC)OC([C@H](CC(C)C)NC=O)=O